FC(COC)(F)C1=NC=2N(C=C1)C=C(N2)C2=NC(=NN2CC2=CC=C(C=C2)OC)C(F)(F)F 7-(1,1-difluoro-2-methoxyethyl)-2-(1-(4-methoxybenzyl)-3-(trifluoromethyl)-1H-1,2,4-triazol-5-yl)imidazo[1,2-a]pyrimidine